bis(ethylmethylamino)silane C(C)N(C)[SiH2]N(CC)C